3,3'-iminobis[1-(4-vinylbenzyl)-5-ethyl-1H-1,2,4-triazole] N(C1=NN(C(=N1)CC)CC1=CC=C(C=C1)C=C)C1=NN(C(=N1)CC)CC1=CC=C(C=C1)C=C